5-(6-(Pyrazin-2-ylamino)pyrimidin-4-ylamino)-6-methoxy-1H-indazole N1=C(C=NC=C1)NC1=CC(=NC=N1)NC=1C=C2C=NNC2=CC1OC